CN1C[C@@H]2N(C3=C(CC4=C2C=CC=C4)C=CC=C3)CC1 |r| (±)-2-methyl-1,2,3,4,10,14b-hexahydrodibenzo[c,f]pyrazino[1,2-a]azepine